OCCOCCNC(=O)C1=CC2=C(N(C(=N2)NC=2OC3=C(N2)C=CC=C3C(F)(F)F)C)C=C1 N-(2-(2-hydroxyethoxy)ethyl)-1-methyl-2-((7-(trifluoromethyl)benzo[d]oxazol-2-yl)amino)-1H-benzo[d]imidazole-5-carboxamide